C(C#C)OP(OCCC=C)(=O)CC ethylphosphonic acid (3-butenyl) (2-propynyl) ester